S1C(=CC=C1)C=NN 2-thiopheneformaldehyde hydrazone